CN(C)CCCC1(C2=CC=CC=C2C=2C=CC=CC12)CCCN(C)C 9,9-bis(N,N-dimethyl-aminopropyl)fluorene